C[Si](CCOCN1C=NC2=C1C(=CC=C2)N)(C)C 1-((2-(trimethylsilyl)ethoxy)methyl)-1H-benzo[d]imidazol-7-amine